(S)-1-(2-(1-(4-((2-fluoro-3-methoxyphenoxy)methyl)phenyl)imidazo[1,5-a]pyrazin-3-yl)pyrrolidin-1-yl)prop-2-en-1-one FC1=C(OCC2=CC=C(C=C2)C=2N=C(N3C2C=NC=C3)[C@H]3N(CCC3)C(C=C)=O)C=CC=C1OC